C(CCCCC(=O)OCC1CC2C(CC1)O2)(=O)OCC2CC1C(CC2)O1 bis(3,4-epoxy cyclohexylmethyl) adipate